C1=CC(=CC=C1C(=O)N[C@@H](CCC(=O)O)C(=O)O)NCC2=CN=C3C(=N2)C(=NC(=N3)N)N The molecule is a dicarboxylic acid. It has a role as a mutagen and an EC 1.5.1.3 (dihydrofolate reductase) inhibitor. It derives from a folic acid.